FC=1C=C(C=CC1)[C@H]([C@@H]1N([C@@H](CC1)C[C@@H]1CN(CCC1)S(=O)(=O)C)C(=O)OC(C)(C)C)O tert-Butyl (2R,5S)-2-((R)-(3-fluorophenyl)(hydroxy)methyl)-5-(((R)-1-(methylsulfonyl)piperidin-3-yl)methyl)pyrrolidine-1-carboxylate